N-(benzo[d]thiazol-2-yl)-4-((2-hydroxy-3-methoxybenzyl)amino)benzenesulfonamide S1C(=NC2=C1C=CC=C2)NS(=O)(=O)C2=CC=C(C=C2)NCC2=C(C(=CC=C2)OC)O